OC1=C(C=C)C=CC(=C1O)O 2,3,4-trihydroxystyrene